C1(=CC=CC=C1)C(CCC)NC(=N)N α-Phenylbutylguanidine